C(CCCCCCC)(=O)OCC(C)OC(CCCCCCC)=O propylene glycol dicaprylate